C(C)(C)(C)C1=CC(=CC2=CC=CC=C12)C1=NC=CC(=C1)C=1C=C(C(=CC1)NC)NC 4-(2-(4-(tert-butyl)naphthalen-2-yl)pyridin-4-yl)-N1,N2-dimethylbenzene-1,2-diamine